2-(difluoromethyl)-5-(6-((4-(3,4-difluorophenyl)-1H-1,2,3-triazol-1-yl)methyl)pyridin-3-yl)-1,3,4-oxadiazole FC(C=1OC(=NN1)C=1C=NC(=CC1)CN1N=NC(=C1)C1=CC(=C(C=C1)F)F)F